C(C#C)N1CC2(C1)OCCN(C2)C(=O)OC(C)(C)C tert-butyl 2-prop-2-ynyl-5-oxa-2,8-diazaspiro[3.5]nonane-8-carboxylate